C(=C)OC1=C(C=CC=C1)C1=CC=C(C=C1)OC=C 2,4'-diethenyloxybiphenyl